O1C(=NC=C1)C=1N=CC(=NC1)C(=O)N[C@@H](CN1N=NC=C1)C 5-(1,3-Oxazol-2-yl)-N-[(2R)-1-(1H-1,2,3-triazol-1-yl)propan-2-yl]Pyrazine-2-carboxamide